(3-aminophenyl)(imino)(methyl)-lambda6-Thioketone NC=1C=C(C=CC1)S(C)(=N)=C=O